[Si](C1=CC=CC=C1)(C1=CC=CC=C1)(C(C)(C)C)OCC1=C[C@H]([C@H]2[C@@H]1OC(O2)(C)C)N2C=CC=1C(=NC=CC12)Cl 1-((3aS,4R,6aR)-6-(((tert-butyldiphenylsilyl)oxy)methyl)-2,2-dimethyl-4,6a-dihydro-3aH-cyclopenta[d][1,3]dioxol-4-yl)-4-chloro-1H-pyrrolo[3,2-c]pyridine